4-formyl-1-methyl-1H-pyrrolo[2,3-b]pyridine-6-carboxylic acid methyl ester COC(=O)C1=CC(=C2C(=N1)N(C=C2)C)C=O